ethyl-morpholine azoniaethyl-sulfate [NH2+](C)OS(=O)(=O)[O-].C(C)N1CCOCC1